Dimethyl-butanediol acetate C(C)(=O)OC(C(CC)C)(O)C